ClC=1C=NC=CC1C=1N=C(C2=C(N1)C=NC=C2)NC(COC)(C)C 2-(3-chloropyridin-4-yl)-N-(1-methoxy-2-methylpropan-2-yl)pyrido[3,4-d]pyrimidin-4-amine